3-Bromo-1-phenyl-indol BrC1=CN(C2=CC=CC=C12)C1=CC=CC=C1